1-(((5S,7S)-3-(5-(1-hydroxy-2-methylpropan-2-yl)pyrazin-2-yl)-7-methyl-2-oxo-1-oxa-3-azaspiro[4.5]decan-7-yl)methyl)-1H-benzo[d]imidazole-6-carbonitrile OCC(C)(C)C=1N=CC(=NC1)N1C(O[C@]2(C1)C[C@@](CCC2)(C)CN2C=NC1=C2C=C(C=C1)C#N)=O